N-(1-(3,3-difluorocyclopentyl)-2-oxo-1,2-dihydropyridin-3-yl)-4-((N-(2-hydroxyethyl)sulfamoyl)amino)-2-(6-azaspiro[2.5]octan-6-yl)benzamide FC1(CC(CC1)N1C(C(=CC=C1)NC(C1=C(C=C(C=C1)NS(NCCO)(=O)=O)N1CCC2(CC2)CC1)=O)=O)F